(R)-5-bromo-N-methyl-2-oxo-1-(1-phenylethyl)-1,2-dihydropyridine-3-carboxamide BrC=1C=C(C(N(C1)[C@H](C)C1=CC=CC=C1)=O)C(=O)NC